(S)-N-(5-(1-(5-(6-ethoxypyrazin-2-yl)thiazol-2-carbonyl)pyrrolidin-2-yl)pyridin-3-yl)cyclopropanesulfonamide C(C)OC1=CN=CC(=N1)C1=CN=C(S1)C(=O)N1[C@@H](CCC1)C=1C=C(C=NC1)NS(=O)(=O)C1CC1